3-[7-ethoxy-1-(pyridin-4-ylmethyl)benzimidazol-2-yl]-4-methyl-1,2,5-oxadiazole C(C)OC1=CC=CC2=C1N(C(=N2)C2=NON=C2C)CC2=CC=NC=C2